5-(4-(1-methylcyclohexyloxycarbonyl)phenyl)-7-oxo-bicyclo[2.2.1]Hept-2-ene CC1(CCCCC1)OC(=O)C1=CC=C(C=C1)C1C2C=CC(C1)C2=O